[N+](=O)([O-])C1=CC=C(C=C1)C(C(=O)O)CCCCCC p-nitrophenyl-octanoic acid